(1-(naphthalen-1-yl)-1H-1,2,3-triazol-4-yl)methanol C1(=CC=CC2=CC=CC=C12)N1N=NC(=C1)CO